5-Methoxy-1-[5-(2-pyridyl)indane-2-carbonyl]indoline-6-sulfonamide COC=1C=C2CCN(C2=CC1S(=O)(=O)N)C(=O)C1CC2=CC=C(C=C2C1)C1=NC=CC=C1